N-([2,4'-bipyridyl]-5-yl)-5-cyano-2-fluorobenzamide N1=C(C=CC(=C1)NC(C1=C(C=CC(=C1)C#N)F)=O)C1=CC=NC=C1